C(C)(=O)O[C@@]1(C(OCC=2C(N3CC=4C(=NC=5C=C(C(=C6C5C4[C@H](CC6)[C@H](C(CNC(C)=O)O)O)C)F)C3=CC21)=O)=O)CC (1S,9S)-1-((1R)-3-acetamido-1,2-dihydroxypropyl)-9-ethyl-5-fluoro-4-methyl-10,13-dioxo-2,3,9,10,13,15-hexahydro-1H,12H-benzo[de]pyrano[3',4':6,7]indolizino[1,2-b]quinolin-9-yl acetate